C1=CC=CC=2C3=CC=CC=C3C(C12)COC(=O)NCC1(CC1)N(C(OC(C)(C)C)=O)C tert-Butyl (1-(((((9H-fluoren-9-yl)methoxy)carbonyl)amino)methyl)cyclopropyl)(methyl)carbamate